allyl-N-(2-methoxypent-4-ynyl)carbamic acid tert-butyl ester C(C)(C)(C)OC(N(CC(CC#C)OC)CC=C)=O